C1N(CCC12CNCC2)C2=NC=NC=C2OC2=C(C=C(C=C2)F)C(C(C)C)[N-]C (2-((4-(2,7-diazaspiro[4.4]non-2-yl)pyrimidin-5-yl)oxy)-5-fluorophenyl)-N-methylisobutylamide